4-DIMETHYLAMINONAPHTHALENE-1-BORONIC ACID CN(C1=CC=C(C2=CC=CC=C12)B(O)O)C